1,5-anhydro-2,3-dideoxy-3-(7,8-dimethyl-6-(4-((3-methyloxetan-3-yl)carbamoyl)benzyl)-4-oxoquinazolin-3(4H)-yl)-L-threo-pentitol CC1=C(C=C2C(N(C=NC2=C1C)[C@H]1CCOC[C@@H]1O)=O)CC1=CC=C(C=C1)C(NC1(COC1)C)=O